O1C(=CC2=C1C=CC=C2)C2=CC=C(C=C2)NC2=CC=C(C=C2)C=2OC1=C(N2)C=CC=C1 N-(4-benzofuran-2-yl-phenyl)-N-(4-benzoxazol-2-yl-phenyl)-amine